C(C)C1=C(N=CC(=N1)C(=O)N)N1CCCC1 6-ethyl-5-(pyrrolidin-1-yl)pyrazine-2-carboxamide